OC1=C2CCC(OC2=CC(=C1)/C=C/C=1C=C(C=2O[C@@]3(CC[C@H](C([C@H]3CC2C1)(C)C)O)C)O)(C)C (2R,4aR,9aR)-7-((E)-2-(5-hydroxy-2,2-dimethylchroman-7-yl)vinyl)-1,1,4a-trimethyl-2,3,4,4a,9,9a-hexahydro-1H-xanthene-2,5-diol